4-chloro-6-(2-oxo-7-azaspiro[3.5]nonan-7-yl)nicotinic acid methyl ester COC(C1=CN=C(C=C1Cl)N1CCC2(CC(C2)=O)CC1)=O